FC(C1=CC=C(C=C1)NC1=NN2C(=NC=CC2=N1)C1=CC(=C(C(=C1)OC)OC)OC)(F)F N-(4-(trifluoromethyl)phenyl)-5-(3,4,5-trimethoxyphenyl)-[1,2,4]triazolo[1,5-c]pyrimidin-2-amine